4,4-dimethyl-2-(morpholinomethyl)-2-phenyl-5-(4-chlorophenyl)-3,4-dihydropyrrole CC1(CC(N=C1C1=CC=C(C=C1)Cl)(C1=CC=CC=C1)CN1CCOCC1)C